C1(=CC=CC=C1)C1=C(C2=C([Se]C3=C2C=CC=C3)C=C1)C1=NN=NC(=C1C1=C(C(=CC=3C2=CC=CC=C2CC13)C)C)C1=CC=CC=C1 phenyl[phenyl(dimethylfluorenyl)triazinyl]dibenzoSelenophene